(4-chloro-3-fluorophenoxy)-N-(3-{2-[(6-methoxypyridin-3-yl)methoxy]acetylamino}bicyclo[1.1.1]pentan-1-yl)acetamide ClC1=C(C=C(OCC(=O)NC23CC(C2)(C3)NC(COCC=3C=NC(=CC3)OC)=O)C=C1)F